C(#N)C=1C=C(C=NC1)S(=O)(=O)N(C(C(F)(F)F)C1=C(C=CC=C1)C(F)(F)F)CC 5-cyano-N-ethyl-N-(2,2,2-trifluoro-1-(2-(trifluoromethyl)phenyl)ethyl)pyridine-3-sulfonamide